1,2-benzenedicarboxylic acid, dipropyl ester C=1(C(=CC=CC1)C(=O)OCCC)C(=O)OCCC